tert-butyl (1-(4,4-difluorocyclohexyl)-6-oxo-1,6-dihydropyrimidin-5-yl)carbamate FC1(CCC(CC1)N1C=NC=C(C1=O)NC(OC(C)(C)C)=O)F